C(C)OC(C1=NC=CC(=C1)C=1OC2=C(N1)C=C(C=C2)C=2C=NN(C2)C2CC2)=O 4-(5-(1-cyclopropyl-1H-pyrazol-4-yl)benzo[d]oxazol-2-yl)picolinic acid ethyl ester